[Zn].[Ge].[In].[Sn].[Fe] iron-tin-indium-germanium-zinc